CN1N=NC(=C1C=1C=C2C(=NC1)C1=C(N2C(C2CCOCC2)C=2N=C(OC2)C)C(=NN1C)C(C)(C)O)C 2-(6-(1,4-dimethyl-1H-1,2,3-triazol-5-yl)-1-methyl-4-((2-methyloxazol-4-yl)(tetrahydro-2H-pyran-4-yl)methyl)-1,4-dihydropyrazolo[3',4':4,5]pyrrolo[3,2-b]pyridin-3-yl)propan-2-ol